C(CCCCC)C1C(C1CCCCCC)C(=O)OCC ethyl 2,3-dihexylcyclopropanecarboxylate